ClC1=CC=C(C(=N1)C#N)N[C@H](C)C=1C=C(C=C2C(C(=C(OC12)C1=CC=CC=C1)C=1N=COC1)=O)C 6-Chloro-3-[[(1R)-1-(6-methyl-3-oxazol-4-yl-4-oxo-2-phenyl-chromen-8-yl)ethyl]amino]pyridine-2-carbonitrile